FCC([C@H](CC1=CC=CC=C1)NC(=O)C1=CC(=NN1C1=CC=CC=C1)C)=O (S)-N-(4-FLUORO-3-OXO-1-PHENYLBUTAN-2-YL)-3-METHYL-1-PHENYL-1H-PYRAZOLE-5-CARBOXAMIDE